1,4-dimethoxybenzene methyl-(S)-1-(2-((t-butoxycarbonyl)amino)propyl)-5-fluoro-6-oxo-1,6-dihydropyridine-3-carboxylate COC(=O)C1=CN(C(C(=C1)F)=O)C[C@H](C)NC(=O)OC(C)(C)C.COC1=CC=C(C=C1)OC